NC1=C(SC=2N=C(SC21)C)C(=O)N[C@H]2COC1=C(C2)C(=C(C(=C1)N1CC2CCC(C1)N2)F)F 6-amino-N-[(3R)-7-{3,8-diazabicyclo[3.2.1]octan-3-yl}-5,6-difluoro-3,4-dihydro-2H-1-benzopyran-3-yl]-2-methylthieno[2,3-d][1,3]thiazole-5-carboxamide